ClC=1C=C(NC2(CCC3(C(CC4=CC=CC=C34)CCCOS(=O)(=O)C)CC2)C(=O)OC)C=CC1 methyl (1r,4r)-4-(3-chloroanilino)-2'-{3-[(methanesulfonyl)oxy]propyl}-2',3'-dihydrospiro[cyclohexane-1,1'-indene]-4-carboxylate